C(C)(C)C1=NC(=CC(=N1)OC1CCN(CC1)C1=CC(N(C=2C=CC(=NC12)C#N)C)=O)C 8-(4-((2-isopropyl-6-methylpyrimidin-4-yl)oxy)piperidin-1-yl)-5-methyl-6-oxo-5,6-dihydro-1,5-naphthyridine-2-carbonitrile